C(C)C=1C=NN(C1)C1(CN(C1)C=1C=2N(C=CC1)N=C(N2)NC=2C=NN(C2)CCCO)CC#N 2-[3-(4-ethylpyrazol-1-yl)-1-[2-[[1-(3-hydroxypropyl)pyrazol-4-yl]amino]-[1,2,4]triazolo[1,5-a]pyridin-8-yl]azetidin-3-yl]acetonitrile